BrC1=C(C=C(C=C1)C(CN1N=C(C=C1C(=O)OCC)C(=O)OCC)=O)C Diethyl 1-[2-(4-bromo-3-methylphenyl)-2-oxoethyl]-1H-pyrazole-3,5-dicarboxylate